ClC1=C(C=CC(=C1)Cl)C1=NC(=NC=C1C=1NC=CN1)NCCNC1=CC=C(C(=N1)N)[N+](=O)[O-] 6-N-[2-[[4-(2,4-dichlorophenyl)-5-(1H-imidazol-2-yl)pyrimidin-2-yl]amino]ethyl]-3-nitropyridine-2,6-diamine